The molecule is tetraanion of coenzyme A. It has a role as a human metabolite and a Saccharomyces cerevisiae metabolite. It is a conjugate base of a coenzyme A. CC(C)(COP(=O)([O-])OP(=O)([O-])OC[C@@H]1[C@H]([C@H]([C@@H](O1)N2C=NC3=C(N=CN=C32)N)O)OP(=O)([O-])[O-])[C@H](C(=O)NCCC(=O)NCCS)O